stearyl-methyldimethoxysilane C(CCCCCCCCCCCCCCCCC)[Si](OC)(OC)C